CC=1C(=C2C=NN(C2=CC1)C1OCCCC1)C1CCC=2C(=NC=NC2C1)N1CCN(CC1)C(C=C)=O 1-[4-[7-(5-methyl-1-tetrahydropyran-2-yl-indazol-4-yl)-5,6,7,8-tetrahydroquinazolin-4-yl]Piperazin-1-yl]Prop-2-en-1-one